1-Iodopropan ICCC